O=C1C[C@@H]2[C@]3(CCCC[C@@H]3CC[C@H]2[C@@H]2CC=C(CC)[C@@]12C)C 12-oxo-5alpha-pregna-16-ene